1-[4-chloro-2-(difluoromethoxy)phenyl]-N-[(3R)-1-methylpiperidin-3-yl]pyrrolo[1,2-d][1,2,4]triazin-4-amine ClC1=CC(=C(C=C1)C=1C=2N(C(=NN1)N[C@H]1CN(CCC1)C)C=CC2)OC(F)F